ClC1=C(CC2=CC=CC3=C2NC(=NS3(=O)=O)NCC3=CC(=C(C=C3)Cl)Cl)C=CC=C1 5-(2-chlorobenzyl)-3-((3,4-dichlorobenzyl)amino)-4H-benzo[e][1,2,4]thiadiazine 1,1-dioxide